methyl 3-(2-(((1s,3s)-3-aminocyclohexyl) amino)-5-(trifluoromethyl) pyrimidin-4-yl)-7-(dimethylphosphoryl)-1H-indole-6-carboxylate N[C@@H]1C[C@H](CCC1)NC1=NC=C(C(=N1)C1=CNC2=C(C(=CC=C12)C(=O)OC)P(=O)(C)C)C(F)(F)F